1-[[6-(Difluoromethyl)-2-(methoxymethyl)imidazo-[2,1-b][1,3,4]thiadiazol-5-yl]methyl]-3-(3,3,3-trifluoropropyl)-2H-pyrrol-5-on FC(C=1N=C2SC(=NN2C1CN1CC(=CC1=O)CCC(F)(F)F)COC)F